OC1CC(C1)N1N=C(C(=C1)C1=C(N=C(O1)C=1C=NNC1)C(=O)N)C1=NC=CN=C1 (1-((1s,3s)-3-hydroxycyclobutyl)-3-(pyrazin-2-yl)-1H-pyrazol-4-yl)-2-(1H-pyrazol-4-yl)oxazole-4-carboxamide